6-amino-9-(4-(aminomethyl)benzyl)-2-((1-hydroxypentan-2-yl)oxy)-9H-purin-8-ol NC1=C2N=C(N(C2=NC(=N1)OC(CO)CCC)CC1=CC=C(C=C1)CN)O